ClC1=C(C(=NC(=C1)N1[C@@H](COCC1)C)C(=O)OC)I methyl (R)-4-chloro-3-iodo-6-(3-methylmorpholino)picolinate